4-(4-aminophenoxy)-5-chloro-N-(1-methyl-1H-pyrazol-4-yl)pyrimidin-2-amine NC1=CC=C(OC2=NC(=NC=C2Cl)NC=2C=NN(C2)C)C=C1